(6-(3-hydroxy-prop-1-yn-1-yl)pyrazin-2-yl)piperidine-4-carboxylic acid ethyl ester C(C)OC(=O)C1CCN(CC1)C1=NC(=CN=C1)C#CCO